S1C2=C(C=C1)C(=CC=C2)N2CCN(CC2)CCCCOC2=CC=C1C(CC(N(C1=C2)COC(CCCCCCCCCCCCCCCCCCCC=2NC1=C(N2)C=CC(=C1Cl)CCCCCCCCCCCC)=O)=O)(C)C dodecyl-chlorobenzoimidazoleIcosanoic acid 7-[4-(4-benzo[b]thiophen-4-ylpiperazin-1-yl)butoxy]-4,4-dimethyl-2-oxo-3,4-dihydro-2H-quinolin-1-ylmethyl ester